tert-butyl ((1r,4r)-4-((2-(2,6-dioxopiperidin-3-yl)-1-oxoisoindolin-4-yl)(3-(tetrahydro-4H-pyran-4-ylidene)propyl)amino)cyclohexyl)carbamate O=C1NC(CCC1N1C(C2=CC=CC(=C2C1)N(C1CCC(CC1)NC(OC(C)(C)C)=O)CCC=C1CCOCC1)=O)=O